C(CC(O)(C(=O)OC1C2CC3CC(CC1C3)C2)CC(=O)OC2C3CC1CC(CC2C1)C3)(=O)OC3C1CC2CC(CC3C2)C1 Tri(2-adamantyl) citrate